(2R,3S,5R)-4-[[3-[2-(difluoromethoxy)-4-fluoro-phenyl]-5-methyl-5-(trifluoromethyl)tetrahydrofuran-2-carbonyl]amino]pyridine-2-carboxamide FC(OC1=C(C=CC(=C1)F)[C@H]1[C@@H](O[C@](C1)(C(F)(F)F)C)C(=O)NC1=CC(=NC=C1)C(=O)N)F